7-iodoimidazo[1,2-a]pyridine IC1=CC=2N(C=C1)C=CN2